N-octadecyl-2-phenyl-3,5,7-tris-tetrahydropyranyloxylquinolin-4-one C(CCCCCCCCCCCCCCCCC)N1C(=C(C(C2=C(C=C(C=C12)OC1OCCCC1)OC1OCCCC1)=O)OC1OCCCC1)C1=CC=CC=C1